((2-(2'-chloro-3'-(5-(((2-hydroxyethyl)amino)methyl)picolinamido)-2-methyl-[1,1'-biphenyl]-3-yl)-6-(difluoromethoxy)benzo[d]oxazol-5-yl)methyl)-L-proline ClC1=C(C=CC=C1NC(C1=NC=C(C=C1)CNCCO)=O)C1=C(C(=CC=C1)C=1OC2=C(N1)C=C(C(=C2)OC(F)F)CN2[C@@H](CCC2)C(=O)O)C